CC1(OB(OC1C)C=1C=C(SC1)C(=O)OCC)C ethyl 4-(4,4,5-trimethyl-1,3,2-dioxaborolan-2-yl)thiophene-2-carboxylate